tert-butyl 3-(2-tosylhydrazineylidene)azetidine-1-carboxylate S(=O)(=O)(C1=CC=C(C)C=C1)NN=C1CN(C1)C(=O)OC(C)(C)C